O=C1NC(CCC1N1C(C2=C(C=CC(=C2C1=O)F)C1CCNCC1)=O)=O 2-(2,6-dioxopiperidin-3-yl)-4-fluoro-7-(piperidin-4-yl)isoindoline-1,3-dione